C(C)(C)(C)OC(=O)N[C@@H](CCCCN)C(=O)O (tert-butoxycarbonyl)-L-lysine